2-Fluoro-N-(4-((8-fluoro-7-(o-tolyl)pyrrolo[3,2-e]indazol-6(3H)yl)methyl)phenethyl)ethan-1-amine FCCNCCC1=CC=C(C=C1)CN1C(=C(C=2C=3C=NNC3C=CC21)F)C2=C(C=CC=C2)C